2-naphthyl (phenethyl) thioether C(CC1=CC=CC=C1)SC1=CC2=CC=CC=C2C=C1